5-[1-(2-fluoro-6-methyl-phenyl)-piperidin-4-yl]-2-methyl-7-(2-trifluoromethyl-benzyl)-2,4,5,7-tetrahydro-pyrazolo[3,4-d]pyrimidin-6-one FC1=C(C(=CC=C1)C)N1CCC(CC1)N1C(N(C=2C(C1)=CN(N2)C)CC2=C(C=CC=C2)C(F)(F)F)=O